morpholino chlorophosphoramidate P(ON1CCOCC1)(=O)(N)Cl